1-butyl-3-methylpyrrolium acetate C(C)(=O)[O-].C(CCC)[NH+]1C=C(C=C1)C